N1C(=NC2=C1C=CC=C2)SCC2=CC(=NC(=N2)NC2=NC1=CC=C(C=C1C(=N2)C)OC)O 6-(1H-Benzoimidazol-2-ylsulfanylmethyl)-2-(6-methoxy-4-methyl-quinazolin-2-ylamino)-pyrimidin-4-ol